BrC=1C(=C2C(N(C(C2=CC1)=O)CC1=CC(=C(C=C1)C)C)(C)C)F 5-bromo-2-(3,4-dimethylbenzyl)-4-fluoro-3,3-dimethylisoindolin-1-one